C(C)(C)(C)OC(=O)N1CC(C(CC1)C(=O)O)C 1-(tert-butoxycarbonyl)-3-methylpiperidine-4-carboxylic acid